4-Amino-5-chloro-N-((1-(3,4-dichlorophenyl)cycloheptyl)methyl)-2-methoxybenzamid NC1=CC(=C(C(=O)NCC2(CCCCCC2)C2=CC(=C(C=C2)Cl)Cl)C=C1Cl)OC